FC(CN1N=CC(=C1)N1N=CC2=CC=CC=C12)(F)F 1-(1-(2,2,2-trifluoroethyl)-1H-pyrazol-4-yl)-1H-indazole